(S)-N-(1-(6,7-Difluoro-1-oxo-1,2-dihydroisoquinolin-4-yl)ethyl)-3-(difluoromethyl)-4-fluoro-N-methylbenzamide FC=1C=C2C(=CNC(C2=CC1F)=O)[C@H](C)N(C(C1=CC(=C(C=C1)F)C(F)F)=O)C